C(C1=CC=CC=C1)NC1=NC=CC(=C1)C=1C=C2C(=NNC2=CC1)N 5-(2-(benzylamino)pyridin-4-yl)-1H-indazol-3-amine